CN1N=CC=2N(CC(CC21)CNC(CC)=O)C2=CC=C(C=C2)C(F)(F)F N-((1-methyl-4-(4-(trifluoromethyl)phenyl)-4,5,6,7-tetrahydro-1H-pyrazolo[4,3-b]pyridin-6-yl)methyl)propionamide